3-methoxy-3-(4-methoxyphenyl)azetidine hydrochloride Cl.COC1(CNC1)C1=CC=C(C=C1)OC